6-(((tert-butyldimethylsilyl)oxy)methyl)-3-fluoro-2-methylpyridine [Si](C)(C)(C(C)(C)C)OCC1=CC=C(C(=N1)C)F